(E)-2-(2-cyclohexyl-2-(2-hydroxy-5-methylphenyl)vinyl)-pyridine C1(CCCCC1)\C(=C/C1=NC=CC=C1)\C1=C(C=CC(=C1)C)O